C(C)OC(=O)C=1C=2C=NNC2C(=CC1)C1=CC2(CC(C2)(F)F)CCN1C(=O)OC(C)(C)C.N[C@H](C(C(=O)NC1CC1)O)C[C@H]1C(NCC1)=O (3S)-3-amino-N-cyclopropyl-2-hydroxy-4-[(3S)-2-oxopyrrolidin-3-yl]butyramide ethyl-7-[7-(tert-butoxycarbonyl)-2,2-difluoro-7-azaspiro[3.5]non-5-en-6-yl]-1H-indazole-4-carboxylate